tert-butyl 5-(3-ethoxy-3-oxopropyl)-1-methyl-3,4-dihydroisoquinoline-2(1H)-carboxylate C(C)OC(CCC1=C2CCN(C(C2=CC=C1)C)C(=O)OC(C)(C)C)=O